CC1=NNC=C1C=1N=C(C2=C(N1)C=NC=C2)N2CCC1(CCN(C1)C[C@@H](C)O)CC2 (R)-1-(8-(2-(3-methyl-1H-pyrazol-4-yl)pyrido[3,4-d]pyrimidin-4-yl)-2,8-diazaspiro[4.5]decan-2-yl)propan-2-ol